5-(1-(cyclopropylmethyl)-1H-pyrazol-4-yl)-1-methyl-4-phenylpyridin-2(1H)-one C1(CC1)CN1N=CC(=C1)C=1C(=CC(N(C1)C)=O)C1=CC=CC=C1